COC=1C=C(CN(C=2SC=C(N2)C(=O)NCCC2=CC=C(C=C2)OC)CC2=CC(=CC=C2)OC)C=CC1 2-(bis(3-methoxybenzyl)amino)-N-(4-methoxyphenylethyl)thiazole-4-carboxamide